Carboxyarabinose Tetraacetate C(C)(=O)O[C@H](C(=O)C(=O)O)[C@H](OC(C)=O)[C@H](OC(C)=O)COC(C)=O